BrC1=C2C3=C(NC2=C(C=C1F)N(C(OC(C)(C)C)=O)C)N=CC(=C3)Cl tert-butyl (5-bromo-3-chloro-6-fluoro-9H-pyrido[2,3-b]indol-8-yl)(methyl)carbamate